NC1=C2C(=C(C=3C(NC(C13)=O)=O)N)C(C1=CC=CC=C1C2=O)=O 4,11-diamino-1H-naphtho[2,3-F]isoindole-1,3,5,10(2H)-tetrone